N-[3-chloro-4-(piperazine-1-carbonyl)phenyl]-5-[2,3-difluoro-4-(fluoromethoxy)phenyl]-1-methyl-imidazole-2-carboxamide ClC=1C=C(C=CC1C(=O)N1CCNCC1)NC(=O)C=1N(C(=CN1)C1=C(C(=C(C=C1)OCF)F)F)C